5-methoxy-2-(trifluoromethyl)phenol COC=1C=CC(=C(C1)O)C(F)(F)F